(±)-ethyl 2-[4-[3-[tert-butylsulfinyl(2-trimethylsilylethoxymethyl)amino]oxetan-3-yl]phenyl]acetate C(C)(C)(C)[S@@](=O)N(C1(COC1)C1=CC=C(C=C1)CC(=O)OCC)COCC[Si](C)(C)C |r|